ClC1=C2C=CN(C2=CC=C1C1=CC(=CC2=CC=CC=C12)O)C1CN(C1)C(C=C)=O 1-(3-(4-chloro-5-(3-hydroxynaphthalen-1-yl)-1H-indol-1-yl)azetidin-1-yl)prop-2-en-1-one